C1(CC1)C1=C(OC2(CC2)C(=O)OC)C=CC=C1 methyl 1-(2-cyclopropylphenoxy)cyclopropanecarboxylate